4-amino-N,N,2-trimethyl-5-(methylamino)benzenesulfonamide NC1=CC(=C(C=C1NC)S(=O)(=O)N(C)C)C